2-[(3S,4S)-4-hydroxytetrahydro-2H-pyran-3-yl]-6-(4-methoxybenzyl)-4,5-dimethyl-2,3-dihydro-1H-isoindol-1-one O[C@@H]1[C@H](COCC1)N1C(C2=CC(=C(C(=C2C1)C)C)CC1=CC=C(C=C1)OC)=O